NC/C(/COC1=CC=C(C=C1)S(=O)(=O)CN1C(CCCC1)=O)=C\F (E)-1-(((4-((2-(aminomethyl)-3-fluoroallyl)oxy)phenyl)sulfonyl)methyl)piperidin-2-one